2-({4-[(2R)-2-(4-cyanophenyl)-2,3-dihydro-1,4-benzodioxin-5-yl]piperidin-1-yl}methyl)-4-methoxy-1-{[(2S)-oxetan-2-yl]methyl}-1H-1,3-benzodiazole-6-carboxylic acid C(#N)C1=CC=C(C=C1)[C@@H]1COC2=C(O1)C=CC=C2C2CCN(CC2)CC2=NC1=C(N2C[C@H]2OCC2)C=C(C=C1OC)C(=O)O